4,5-bis(methyl-d3)pyridine C(C1=CC=NC=C1C([2H])([2H])[2H])([2H])([2H])[2H]